methyl 1-oxo-2H-isoquinoline-5-carboxylate O=C1NC=CC=2C(=CC=CC12)C(=O)OC